C(C)OC=1C(=CNC(C1)=O)C1=C(C(=C(C=C1)CC(=O)NC=1C=C(C(=O)NCC2CN(C2)C)C=C(C1)C(F)(F)F)F)C1=CNC(C=C1OCC)=O 3-(2-(4-(4-ethoxy-6-oxo-1H-pyridin-3-yl)(4-ethoxy-6-oxo-1H-pyridin-3-yl)-2-fluorophenyl)acetamido)-N-[(1-methylazetidin-3-yl)methyl]-5-(trifluoromethyl)benzamide